amino-4-methoxypyrrolidin NN1CCC(C1)OC